(S)-2-amino-N-(4-(1-benzyl-5-methyl-1H-pyrazol-4-yl)phenyl)-3,3-diphenylpropanamide hydrochloride Cl.N[C@H](C(=O)NC1=CC=C(C=C1)C=1C=NN(C1C)CC1=CC=CC=C1)C(C1=CC=CC=C1)C1=CC=CC=C1